C(C)(C)(C)OC(N[C@@H]1[C@@H](OCC12CCN(CC2)C=2N(C(C1=C(N2)NN=C1I)=O)C)C)=O ((3S,4S)-8-(3-iodo-5-methyl-4-oxo-4,5-dihydro-1H-pyrazolo[3,4-d]pyrimidin-6-yl)-3-methyl-2-oxa-8-azaspiro[4.5]decan-4-yl)carbamic acid tert-butyl ester